1-((4-Hydroxypiperidin-1-yl)methyl)-4-(4-methoxybenzyl)-[1,2,4]triazolo[4,3-a]quinoline OC1CCN(CC1)CC1=NN=C2N1C1=CC=CC=C1C=C2CC2=CC=C(C=C2)OC